C1(=CC=CC=C1)C1(CC=NC2=C3N=CC=CC3=CC=C12)C1=CC=CC=C1 4,4-diphenyl-1,10-phenanthroline